1,4-bis{[(3-ethyloxetan-3-yl)methoxy]methyl}benzene C(C)C1(COC1)COCC1=CC=C(C=C1)COCC1(COC1)CC